5-[2-[(2S)-2-methylazetidin-1-yl]-6,7-dihydro-5H-cyclopenta[d]pyrimidin-4-yl]isoindolin-1-one C[C@@H]1N(CC1)C=1N=C(C2=C(N1)CCC2)C=2C=C1CNC(C1=CC2)=O